BrC1=C(N(C2=CC(=C(C=C2C1=C=O)F)C(C)(C)O)C)CN1C(C2=C(C=C1)[C@@](C(OC2)=O)(O)CC)=O (S)-7-((3-bromo-6-fluoro-7-(2-hydroxypropane-2-yl)-1-methyl-4-carbonyl-1,4-dihydroquinolin-2-yl)methyl)-4-ethyl-4-hydroxy-1,7-dihydro-3H-pyrano[3,4-c]pyridine-3,8(4H)-dione